phenyl-isoxazoline-5-formamide oxime C1(=CC=CC=C1)C1=NOC(C1)C(N)=NO